CC1(NC2(CCCC2)CCC1)C 6-Aza-7,7-dimethylspiro[4.5]decan